4-(3-bromo-5-(4-methoxyphenyl)thiophen-2-yl)benzonitrile BrC1=C(SC(=C1)C1=CC=C(C=C1)OC)C1=CC=C(C#N)C=C1